FC=1C=C2CCN(C2=CC1S(=O)(=O)N)C(=O)[C@H]1OC2=C(C1)C=CC(=C2)C2=NC=CC=C2 (S)-5-fluoro-1-(6-(pyridin-2-yl)-2,3-dihydrobenzofuran-2-carbonyl)indoline-6-sulfonamide